rac-(3aR,5R,7S,7aR)-5-(2-methoxyphenyl)-1,3,3,7-tetramethyl-octahydrobenzo[c]isoxazole COC1=C(C=CC=C1)[C@H]1C[C@@H]2[C@H](N(OC2(C)C)C)[C@H](C1)C |r|